9-methyldecyl 8-(4-hydroxybutylamino)-2-methyloctanoate OCCCCNCCCCCCC(C(=O)OCCCCCCCCC(C)C)C